1-(6-{[2-chloro-4-(1,3-oxazol-2-yl)phenyl]amino}hexyl)-2-(hydroxymethyl)piperidine-3,4,5-triol ClC1=C(C=CC(=C1)C=1OC=CN1)NCCCCCCN1C(C(C(C(C1)O)O)O)CO